(1,2-dihydroxyethylene)bis-acrylamide OC(C(O)C=CC(=O)N)C=CC(=O)N